(R)-2-(1-(4-amino-3-(3-fluoro-4-isopropoxyphenyl)-1H-pyrazolo[3,4-d]pyrimidin-1-yl)ethyl)-5-fluoro-3-(3-fluorophenyl)-4H-chromen-4-one sulphate S(=O)(=O)(O)O.NC1=C2C(=NC=N1)N(N=C2C2=CC(=C(C=C2)OC(C)C)F)[C@H](C)C=2OC1=CC=CC(=C1C(C2C2=CC(=CC=C2)F)=O)F